[N+](#[C-])C1=C(CC=2NC3=CC=CC=C3C2)C=CC=C1 (2-isocyanobenzyl)indole